NC1=C2C(=NC=N1)N(N=C2C2=CC=C(C=C2)OC2=CC=CC=C2)[C@H]2CN(CCC2)C(=O)N2CCC(CC2)CCN2CCN(CC2)C=2C=C1CN(C(C1=CC2)=O)C2C(NC(CC2)=O)=O 3-(5-(4-(2-(1-((R)-3-(4-amino-3-(4-phenoxyphenyl)-1H-pyrazolo[3,4-d]pyrimidin-1-yl)piperidine-1-carbonyl)piperidin-4-yl)ethyl)piperazin-1-yl)-1-oxoisoindolin-2-yl)piperidine-2,6-dione